[Si](C)(C)(C(C)(C)C)OC1=C(C=C(C=C1)CN1C=C(C2=CC=CC=C12)C1=NC(=NC=C1)NC=1C=C(C(=CC1OC)N(C)CCN(C)C)N)C1OCCO1 N4-{4-[1-({4-[(tert-butyldimethylsilyl)oxy]-3-(1,3-dioxolan-2-yl)phenyl}methyl)indol-3-yl]pyrimidin-2-yl}-N1-[2-(dimethylamino)ethyl]-5-methoxy-N1-methylbenzene-1,2,4-triamine